methyl 2-(3,4-dichlorophenyl)-1-ethyl-6-methyl-4-oxo-5-vinyl-pyridine-3-carboxylate ClC=1C=C(C=CC1Cl)C=1N(C(=C(C(C1C(=O)OC)=O)C=C)C)CC